ferrocenyl styryl ketone C(=CC1=CC=CC=C1)C(=O)[C-]1C=CC=C1.[CH-]1C=CC=C1.[Fe+2]